C(C)(C)(C)C1N(CCCC1COC=1C(=NC=CC1)Cl)C(=O)OC(CN1N=CN=C1)(C)C=1C(=NC(=CC1)OC1=CC=C(C=C1)Br)C(F)(F)F 2-[6-(4-bromophenoxy)-2-(trifluoromethyl)-3-pyridyl]-1-(1,2,4-triazol-1-yl)propan-2-ol tert-butyl-3-(((2-chloropyridin-3-yl)oxy)methyl)piperidine-1-carboxylate